4-[2-(1,2,3,5,6,7,8,8a-Octahydroindolizin-8-ylamino)oxazolo[4,5-b]pyridin-5-yl]-3-hydroxy-5-methyl-benzonitrile C1CCN2CCCC(C12)NC=1OC=2C(=NC(=CC2)C2=C(C=C(C#N)C=C2C)O)N1